1-cyclopropylcarboxypiperazine C1(CC1)N1C(CNCC1)C(=O)O